N-[(6-amino-1,5-naphthyridin-3-yl)methyl]-N-(4,4-difluoro-1,1-dioxo-3,4-dihydro-2H-1λ6-benzothiopyran-8-yl)-6-(trifluoromethyl)pyridine-3-carboxamide NC=1N=C2C=C(C=NC2=CC1)CN(C(=O)C=1C=NC(=CC1)C(F)(F)F)C1=CC=CC=2C(CCS(C21)(=O)=O)(F)F